C1(CC1)N1C=C(C(C2=CC(=C(C=C12)N1CCC2(CC1)CCCCC2)F)=O)C(=O)O 1-cyclopropyl-6-fluoro-1,4-dihydro-7-(3-azaspiro[5.5]undec-3-yl)-4-oxo-3-quinolinecarboxylic acid